(2S,4S)-1-[(2R)-3-benzoylsulfinyl-2-methylpropanoyl]-4-phenylsulfanylpyrrolidine-2-carboxylic acid C(C1=CC=CC=C1)(=O)S(=O)C[C@@H](C(=O)N1[C@@H](C[C@@H](C1)SC1=CC=CC=C1)C(=O)O)C